4-(3-(cyclopropylcarbamoyl)-4-(phenylamino)quinolin-6-yl)benzoic acid C1(CC1)NC(=O)C=1C=NC2=CC=C(C=C2C1NC1=CC=CC=C1)C1=CC=C(C(=O)O)C=C1